4'-((2-(tert-Butyl)-1H-imidazol-1-yl)methyl)-N-(4,6-dimethoxypyrimidin-5-yl)-3'-fluoro-5-isobutyl-[1,1'-biphenyl]-2-sulfonamide C(C)(C)(C)C=1N(C=CN1)CC1=C(C=C(C=C1)C=1C(=CC=C(C1)CC(C)C)S(=O)(=O)NC=1C(=NC=NC1OC)OC)F